3-(3-(3-(4-chloro-3,5-dimethylphenoxy)propyl)-1-phenyl-1H-pyrazol-4-yl)acrylamide methyl-6-(4-bromo-2-fluorophenylamino)-7-fluoro-3-methyl-3H-benzimidazole-5-carboxylate COC(=O)C1=CC2=C(N=CN2C)C(=C1NC1=C(C=C(C=C1)Br)F)F.ClC1=C(C=C(OCCCC2=NN(C=C2C=CC(=O)N)C2=CC=CC=C2)C=C1C)C